9-((2-chloro-4-((4-methylpyridin-2-yl)oxy)phenyl)(hydroxy)methyl)-2-(hydroxymethyl)-2-methyl-1,2,4,7-Tetrahydro-3H-pyrrolo[3',2':5,6]pyrido[3,4-b]pyrazin-3-one ClC1=C(C=CC(=C1)OC1=NC=CC(=C1)C)C(C1=CNC2=C1C1=C(NC(C(N1)(C)CO)=O)C=N2)O